2-(((4-propyl-5-(pyrimidin-4-yl)-4H-1,2,4-triazol-3-yl)methyl)amino)-N-(2-(trifluoromethyl)benzyl)isonicotinamide C(CC)N1C(=NN=C1C1=NC=NC=C1)CNC=1C=C(C(=O)NCC2=C(C=CC=C2)C(F)(F)F)C=CN1